N[C@H]1CN(CCC1)C(CO)C 2-((R)-3-aminopiperidin-1-yl)propan-1-ol